(1S,3S)-3-((2-(5-((tert-butoxycarbonyl)amino)-1-methyl-1H-pyrazol-4-yl)-4-methylpyrimidin-5-yl)oxy)cyclohexane-1-carboxylic acid isopropyl ester C(C)(C)OC(=O)[C@@H]1C[C@H](CCC1)OC=1C(=NC(=NC1)C=1C=NN(C1NC(=O)OC(C)(C)C)C)C